OO hydroxy Alcohol